C(C)(C)(C)OC1=C(C=C(C=C1F)CCC(=O)O)F 3-(4-(tert-butoxy)-3,5-difluorophenyl)propanoic acid